4-formylphenylalanine methyl ester COC([C@@H](N)CC1=CC=C(C=C1)C=O)=O